CC1=C(C=C(C=C1)C)C=1N=C(C(=NC1)C1=CC(=CC(=C1)C)C)C1=CC(=CC(=C1)C)C 5-(2,5-dimethylphenyl)-2,3-bis(3,5-dimethylphenyl)pyrazine